FC(C1=C(C(=CC=C1)F)N1CCC(CC1)N1C(N(C=2C(C1C)=CN(N2)C2OCCCC2)CC2=C(C=CC=C2)C(F)(F)F)=O)F 5-[1-(2-Difluoromethyl-6-fluoro-phenyl)-piperidin-4-yl]-4-methyl-2-(tetrahydro-pyran-2-yl)-7-(2-trifluoromethyl-benzyl)-2,4,5,7-tetrahydro-pyrazolo[3,4-d]pyrimidin-6-on